COC=1C=CC=2N(N1)C(C(=C(N2)C(F)(F)F)C=2C=NN(C2)CC(C(F)(F)F)(F)F)=O 7-methoxy-3-[1-(2,2,3,3,3-pentafluoropropyl)-1H-pyrazol-4-yl]-2-(trifluoromethyl)-4H-pyrimido[1,2-b]pyridazin-4-one